3-(3-(1-methyl-1H-pyrazol-4-yl)pyrazolo[1,5-a]pyridin-5-yl)-5-(pyridin-3-yl)-1H-pyrrolo[2,3-b]pyridine CN1N=CC(=C1)C=1C=NN2C1C=C(C=C2)C2=CNC1=NC=C(C=C12)C=1C=NC=CC1